NC=1C=C(C)C=CC1N 3,4-diaminotoluene